CC=1C=NC2=CC(=CC=C2C1)/C=C/C(=O)OCCCC Butyl (E)-3-(3-methylquinolin-7-yl)acrylate